(Z)-2-(1,3-dithian-2-yl)-4-methoxy-phenyl 3-(pyridin-4-yl)acrylate N1=CC=C(C=C1)\C=C/C(=O)OC1=C(C=C(C=C1)OC)C1SCCCS1